1,3,5-tris[trans-4-tert-butylcyclohexylcarbonylamino]benzene C(C)(C)(C)[C@@H]1CC[C@H](CC1)C(=O)NC1=CC(=CC(=C1)NC(=O)[C@@H]1CC[C@H](CC1)C(C)(C)C)NC(=O)[C@@H]1CC[C@H](CC1)C(C)(C)C